2,2-diisobutyl-4-methyltetrahydro-2H-pyran C(C(C)C)C1(OCCC(C1)C)CC(C)C